ClC=1C(=CC(=C(C1)N(C(=O)[C@H]1N(C([C@@]2([C@H]1OC(O2)(C)C)C2CC2)=O)C(=O)OC(C)(C)C)C)F)F Tert-butyl (3aS,6S,6aS)-6-((5-chloro-2,4-difluorophenyl) (methyl) aminocarbonyl)-3a-cyclopropyl-2,2-dimethyl-4-oxotetrahydro-5H-[1,3]dioxolo[4,5-c]pyrrole-5-carboxylate